COC1=C(C=CC(=C1)OC)N1C(SC=C1C=1C=C(C(=O)NCCCCN2CCN(CC2)C(=O)OC(C)(C)C)C=CC1)=O 3-(3-(2,4-dimethoxyphenyl)-4-thiazolinonyl)-N-(4-Boc-piperazinobutyl)benzamide